ClC=1C(=NC(=NC1)NC1=CC(=C(C=C1OC(C)C)C1CCN(CC1)CC1=C(C=CC=C1)NC1C(NC(CC1)=O)=O)C)NC1=C(C=CC=C1)S(=O)(=O)C(C)C 3-((2-((4-(4-((5-chloro-4-((2-(isopropylsulfonyl)phenyl)amino)pyrimidin-2-yl)amino)-5-isopropoxy-2-methylphenyl)piperidin-1-yl)methyl)phenyl)amino)piperidine-2,6-dione